COCCOCO[C@H](CC=O)CC1=CC(=CC=C1)C#CC1=CSC=C1 (S)-3-((2-methoxyethoxy)methoxy)-4-(3-(thien-3-ylethynyl)phenyl)butanal